Cl.ClC1=CC=C(C=C1)NC1=NC2=C(C=CC=C2C(=C1)N1CCC(CC1)NC(C)(C)C)O 2-(4-chlorophenylamino)-4-(4-tert-butylaminopiperidin-1-yl)-8-hydroxyquinoline Hydrochloride Salt